FCCCN1C[C@H](CC1)OC1=CC=C(C=C1)C1=C(CCCC2=C1C=CC(=C2)O)C=2C=NC(=C(C2)C)OC 5-[4-[(3S)-1-(3-fluoropropyl)pyrrolidin-3-yl]oxyphenyl]-6-(6-methoxy-5-methyl-3-pyridyl)-8,9-dihydro-7H-benzo[7]annulen-2-ol